2-(1,1-difluoroethyl)-8-(dimethylamino)pyrido[2,3-d]pyridazin-5(6H)-one FC(C)(F)C=1C=CC2=C(C(=NNC2=O)N(C)C)N1